trans-benzyl 6-[7-(4-phenylcyclohexyl)thieno[2,3-d]pyridazin-4-yl]-3,4-dihydro-1H-isoquinoline-2-carboxylate C1(=CC=CC=C1)[C@@H]1CC[C@H](CC1)C=1N=NC(=C2C1SC=C2)C=2C=C1CCN(CC1=CC2)C(=O)OCC2=CC=CC=C2